C(C1=CC=CC=C1)OC(=O)N(CCC1NC(CN2N=C3C=CC=C(C3=C21)C2=CC=CC(=N2)N[C@H]2C[C@H](N(C2)C(=O)OC(C)(C)C)C(=O)OC)=O)C O1-tert-butyl O2-methyl (2S,4S)-4-[[6-[1-[2-[benzyloxycarbonyl(methyl)amino]ethyl]-3-oxo-2,4-dihydro-1H-pyrazino[1,2-b]indazol-10-yl]-2-pyridyl]amino]pyrrolidine-1,2-dicarboxylate